C(=O)(O)C1=C(C(=O)NC2=CC=C(C=C2)C(C=CC2=CC=C(C=C2)C=CC(=O)C2=CC=C(C=C2)NC(=O)C2=C(C(=O)O)C=CC(=C2)[N+](=O)[O-])=O)C=C(C=C1)[N+](=O)[O-] 2-[[4-[3-[4-[3-[4-[(2-Carboxy-5-nitrobenzoyl)amino]phenyl]-3-oxoprop-1-enyl]phenyl]prop-2-enoyl]phenyl]carbamoyl]-4-nitrobenzoic acid